Pyrimidine-5-yl tosylate S(=O)(=O)(OC=1C=NC=NC1)C1=CC=C(C)C=C1